FC1=C(CC2=NC3=C(N2[C@@H]2COCC2(C)C)C=C(C=C3)C(=O)O)C=C(C(=C1)C1=NC(=NC=C1)OCC1=CC=C(C=C1)F)F (S)-2-(2,5-difluoro-4-(2-((4-fluorobenzyl)oxy)pyrimidin-4-yl)benzyl)-1-(4,4-dimethyltetrahydrofuran-3-yl)-1H-benzo[d]imidazole-6-carboxylic acid